C(C1CO1)C=C(C(=O)O)C.C(C(=C)C)(=O)OC1C(C)O1 3-epoxypropyl methacrylate (glycidyl methacrylate)